C1(CCCC1)NC=1C2=C(N=C(N1)C(CCCC)=O)C=CC=N2 1-[4-(cyclopentylamino)pyrido[3,2-d]pyrimidin-2-yl]pentan-1-one